C(C=C)(=O)N1C[C@H]2COC=3C4=C(N=CN=C4C=C(C3Cl)C3=CC=C(C=4SC(=C(C43)C#N)N)F)N2CC1 (8aS)-(10-propenoyl-6-chloro-8,8a,9,10,11,12-hexahydropyrazino[2',1':3,4][1,4]oxaazepino[5,6,7-de]quinazolin-5-yl)-2-amino-7-fluorobenzo[b]thiophene-3-carbonitrile